C(C)OC(C(C(C)C)C1=CC=C(C=C1)[C@@H]1N(C(OC1)(C)C)C(=O)OC(C)(C)C)=O tert-butyl (4S)-4-(4-(1-ethoxy-3-methyl-1-oxobutan-2-yl)phenyl)-2,2-dimethyloxazolidine-3-carboxylate